ClC=1C=CC2=C(C1)[C@@]1(C(NC3=CC(=CC=C13)C(F)(F)F)=O)CO2 (3R)-5-chloro-6'-(trifluoromethyl)-2H-spiro[benzofuran-3,3'-indolin]-2'-one